tert-butyl N-[anti-3-[7-(3-benzyloxy-1-naphthyl)-2-chloro-8-fluoro-pyrido[4,3-d]pyrimidin-4-yl]-3-azabicyclo[3.2.1]octan-8-yl]carbamate C(C1=CC=CC=C1)OC=1C=C(C2=CC=CC=C2C1)C1=C(C=2N=C(N=C(C2C=N1)N1CC2CCC(C1)C2NC(OC(C)(C)C)=O)Cl)F